N1(N=NC=C1)CCCS 3-(1H-1,2,3-triazol-1-yl)propane-1-thiol